6-bromo-8-chloro-3-(3-fluorophenyl)-2,3-dihydroimidazo[1,5-a]pyridine-1,5-dione BrC1=CC(=C2N(C1=O)C(NC2=O)C2=CC(=CC=C2)F)Cl